5,7-di-tert-butyl-3-(4-(trifluoromethyl)phenyl)benzo[d]oxazol-3-ium tetrafluoroborate F[B-](F)(F)F.C(C)(C)(C)C=1C=C(C2=C([N+](=CO2)C2=CC=C(C=C2)C(F)(F)F)C1)C(C)(C)C